FC1=C(C=C(C(=C1)C)C1=NN2C(C=N1)=CC=C2)NC(=O)N2C1CC(CC2C1)OC cis-N-(2-fluoro-4-methyl-5-(pyrrolo[2,1-f][1,2,4]triazin-2-yl)phenyl)-3-methoxy-6-azabicyclo[3.1.1]heptane-6-carboxamide